(S)-N-(4-methoxyphenyl)-N-methyl-5-(((2-nitro-6,7-dihydro-5H-imidazo[2,1-b][1,3]oxazin-6-yl)oxy)methyl)pyrimidin-2-amine COC1=CC=C(C=C1)N(C1=NC=C(C=N1)CO[C@H]1CN2C(OC1)=NC(=C2)[N+](=O)[O-])C